N-(5-(4-methoxyphenyl)-1,3,4-thiadiazol-2-yl)-1-ethyl-4-hydroxy-2-quinolone-3-carboxamide COC1=CC=C(C=C1)C1=NN=C(S1)NC(=O)C=1C(N(C2=CC=CC=C2C1O)CC)=O